FC(OC1=CC=C(C=C1)C1=CN=C2N1C=CN=C2NC2=CC(=C(C(=O)NCCN1CCN(CC1)C(=O)OC(C)(C)C)C=C2)C)F tert-butyl 4-[2-[[4-[[3-[4-(difluoromethoxy)phenyl]imidazo[1,2-a]pyrazin-8-yl]amino]-2-methylbenzoyl]amino]ethyl]piperazine-1-carboxylate